C1(CC1)[C@H](C(C)(C)O)N1CC2=NC=CC(=C2C1=O)C1=CC=C(C=C1)C=1OC(=NN1)C |o1:3| (R or S)-6-(1-cyclopropyl-2-hydroxy-2-methylpropyl)-4-(4-(5-methyl-1,3,4-oxadiazol-2-yl)phenyl)-6,7-dihydro-5H-pyrrolo[3,4-b]pyridin-5-one